(E)-3-(4-hydroxy-3-methoxyphenyl)-N-(p-chlorophenyl)acrylamide OC1=C(C=C(C=C1)/C=C/C(=O)NC1=CC=C(C=C1)Cl)OC